ClC1=C(C(=O)N2C[C@H](N(CC2)C=2C=CC(=NC2S(=O)(=O)N[C@H]2CN(CC2)C)C=2C(=NC=CC2)OCC)CC)C=CC(=C1)F 5-[(2R)-4-(2-chloro-4-fluorobenzoyl)-2-ethylpiperazin-1-yl]-2'-ethoxy-N-[(3R)-1-methylpyrrolidin-3-yl]-[2,3'-bipyridine]-6-sulfonamide